tert-butyl 4-[2-(4-chlorophenyl)-2-[[6-(trifluoromethoxy)-3-pyridyl]sulfonylamino] ethyl]piperazine-1-carboxylate ClC1=CC=C(C=C1)C(CN1CCN(CC1)C(=O)OC(C)(C)C)NS(=O)(=O)C=1C=NC(=CC1)OC(F)(F)F